(E)-6-dodecen-1-ol C(CCCC\C=C\CCCCC)O